N-(2,2-difluoropropyl)-2-methyl-5-((2-methylthiazol-5-yl)methoxy)benzofuran-3-carboxamide FC(CNC(=O)C1=C(OC2=C1C=C(C=C2)OCC2=CN=C(S2)C)C)(C)F